2-(6-(((tert-butyldiphenylsilyl)oxy)methyl)tetrahydro-2H-pyran-3-yl)acrylonitrile [Si](C1=CC=CC=C1)(C1=CC=CC=C1)(C(C)(C)C)OCC1CCC(CO1)C(C#N)=C